OC(C(C1=CC=CC=C1)C1=CC(=CC(=N1)C(=O)NC)C(=O)N[C@@H]1[C@H](C1)C)C 6-(2-hydroxy-1-phenylpropyl)-N2-methyl-N4-((1S,2S)-2-methylcyclopropyl)pyridine-2,4-dicarboxamide